6-(1-methoxyethyl)pyridin-3-yl-piperazine-1-carboxylic acid benzyl ester C(C1=CC=CC=C1)OC(=O)N1C(CNCC1)C=1C=NC(=CC1)C(C)OC